1-(4-((5-(3,5-dimethylisoxazol-4-yl)-2-methylphenyl)(3-hydroxypropyl)amino)phenyl)cyclopropane-1-carbonitrile CC1=NOC(=C1C=1C=CC(=C(C1)N(C1=CC=C(C=C1)C1(CC1)C#N)CCCO)C)C